1-(hexyloxy)-N,N-dimethylhenicosa-12,15-dien-2-amine C(CCCCC)OCC(CCCCCCCCCC=CCC=CCCCCC)N(C)C